ClC1=C(C(=C(C=C1OC)OC)Cl)C1=CC2=C(N=C(N=C2)SC)C(=N1)N1CC(CC1)C#N 1-(6-(2,6-dichloro-3,5-dimethoxyphenyl)-2-(methylthio)pyrido[3,4-d]pyrimidin-8-yl)pyrrolidine-3-carbonitrile